(2-(((2-cyclopropyl-1-oxo-1,2,3,4-tetrahydroisoquinolin-6-yl)oxy)methyl)-3-fluoroallyl)carbamic acid tert-butyl ester C(C)(C)(C)OC(NCC(=CF)COC=1C=C2CCN(C(C2=CC1)=O)C1CC1)=O